C1(CC2C(CC1)O2)CC[Si](OCC)(C)C (3,4-epoxycyclohexyl)ethyldimethylethoxysilane